1,3-bis(4-cyanophenyl)-2-propen-1-one C(#N)C1=CC=C(C=C1)C(C=CC1=CC=C(C=C1)C#N)=O